(1R,2S,5S)-N-[(S)-cyano(pyrido[3,4-d]pyridazin-1-yl)methyl]-6,6-dimethyl-3-[(2S)-3-methyl-2-[(2,2,2-trifluoroacetyl)amino]butanoyl]-3-azabicyclo[3.1.0]hexane-2-carboxamide C(#N)[C@@H](NC(=O)[C@@H]1[C@H]2C([C@H]2CN1C([C@H](C(C)C)NC(C(F)(F)F)=O)=O)(C)C)C1=C2C(=CN=N1)C=NC=C2